1-iodo-6,8-nonadiene ICCCCCC=CC=C